C(C1=CC=CC=C1)OC(=O)N1CC(CCC1)(C(=O)O)C(F)F 1-((benzyloxy)carbonyl)-3-(difluoromethyl)piperidine-3-carboxylic acid